1-N-ethyl-N-methyl-2-oxo-1,2-dihydrobenzo[cd]indole-6-sulfonamide C(C)N1C(C2=C3C(C(=CC=C13)S(=O)(=O)NC)=CC=C2)=O